5-(3-chloro-2-methyl-5-nitrobenzyl)-2,2-dimethyl-1,3-dioxane ClC=1C(=C(CC2COC(OC2)(C)C)C=C(C1)[N+](=O)[O-])C